2-(5-methoxy-1H-indol-1-yl)ethan-1-amine COC=1C=C2C=CN(C2=CC1)CCN